1-(benzyloxy)-3-(bromomethyl)benzene C(C1=CC=CC=C1)OC1=CC(=CC=C1)CBr